C1=CC=C2C(=C1)C=C(N2)C3=C(C=C(C=C3)C(=N)N)C(=N)N.Cl.Cl 4',6'-diamidino-2-phenylindole Dihydrochloride